(2R,3S,4S,5R,6S)-2-(hydroxymethyl)-6-[[(12R)-16-methoxy-11-methyl-3,5-dioxa-11-azapentacyclo[10.7.1.02,6.08,20.014,19]icosa-1(20),2(6),7,14,16,18-hexaen-17-yl]oxy]oxane-3,4,5-triol OC[C@H]1O[C@H]([C@@H]([C@H]([C@@H]1O)O)O)OC1=C(C=C2C[C@H]3N(CCC4=CC=5OCOC5C(C2=C1)=C43)C)OC